4-((1R,5S)-3,8-diazabicyclo[3.2.1]octane-8-yl)-2-(2,6-dioxopiperidin-3-yl)-6-Fluoroisoindoline-1,3-dione [C@H]12CNC[C@H](CC1)N2C2=C1C(N(C(C1=CC(=C2)F)=O)C2C(NC(CC2)=O)=O)=O